r-bis(di-tertbutylphosphino)ferrocene C(C)(C)(C)P(C(C)(C)C)[C-]1C=CC=C1.[C-]1(C=CC=C1)P(C(C)(C)C)C(C)(C)C.[Fe+2]